8-methoxy-4,6,8,10,12,12-hexamethyl-1-oxa-4-azacyclotridecane-11,13-dione COC1(CC(CN(CCOC(C(C(C(C1)C)=O)(C)C)=O)C)C)C